trans-4-(3,4-dihydroisoquinolin-2(1H)-yl)-1-(6-(4-(trifluoromethyl)phenoxy)pyrimidin-4-yl)piperidin-3-ol C1N(CCC2=CC=CC=C12)[C@H]1[C@@H](CN(CC1)C1=NC=NC(=C1)OC1=CC=C(C=C1)C(F)(F)F)O